[Ca+2].C1(=CC=CC=C1)C(C(=O)[O-])C.C1(=CC=CC=C1)C(C(=O)[O-])C 2-phenylpropanoic acid calcium salt